COC=1C=C(C=C(C1OC)OC)C=CC1=CC=CC=C1 3,4,5-trimethoxystilbene